7-bromo-3H-1,3-benzodiazole-4-carboxylic acid BrC1=CC=C(C2=C1N=CN2)C(=O)O